1,5-diethyl-9,10-bis(2-carboxycyclohexyl)carbonyloxyanthracene C(C)C1=CC=CC2=C(C3=C(C=CC=C3C(=C12)OC(=O)C1C(CCCC1)C(=O)O)CC)OC(=O)C1C(CCCC1)C(=O)O